C(=C)[SiH2]N[SiH2]N[SiH3] vinyl-trisilazane